tert-butyl 3-(3-(3,4-dichlorobenzyl)-1,2,4-oxadiazol-5-yl)-2-(diethoxyphosphoryl)propanoate ClC=1C=C(CC2=NOC(=N2)CC(C(=O)OC(C)(C)C)P(=O)(OCC)OCC)C=CC1Cl